COC1=C(C=CC2=NC(=NC(=N2)C(Cl)(Cl)Cl)C(Cl)(Cl)Cl)C=CC=C1 2-(2'-methoxystyryl)-4,6-bis(trichloromethyl)s-triazine